C(CCC)C1=CC=C2C=CC=C3C4=CC=CC5=CC=CC(C1=C23)=C45 butyl-perylen